C1CCN2C=CC(=C12)C(=O)N 2,3-dihydro-1H-pyrrolizine-7-carboxamide